(R)-6-chloro-7-(2-(((3-chloropyridin-2-yl)oxy)methyl)pyrrolidin-1-yl)-4-oxo-1-(6-(2-oxopyrrolidin-1-yl)pyridin-3-yl)-1,4-dihydro-1,8-naphthyridine-3-carboxylic acid ClC=1C=C2C(C(=CN(C2=NC1N1[C@H](CCC1)COC1=NC=CC=C1Cl)C=1C=NC(=CC1)N1C(CCC1)=O)C(=O)O)=O